CC(C)C(CCCCCCCC)O 2-methyl-3-undecanol